4-[3-[2,6-Dichloro-4-[(1S,4S)-5-methyl-2,5-diazabicyclo[2.2.2]octan-2-yl]benzoyl]-2,4-dihydro-1,3-benzoxazin-8-yl]-5-fluoro-2-(3-oxa-8-azabicyclo[3.2.1]octan-8-yl)benzoic acid ClC1=C(C(=O)N2COC3=C(C2)C=CC=C3C3=CC(=C(C(=O)O)C=C3F)N3C2COCC3CC2)C(=CC(=C1)N1[C@@H]2CN([C@H](C1)CC2)C)Cl